[N+](=O)([O-])C=1C(=NN(C1)C1CCC2(OCCO2)CC1)C1=NC=CC=C1 2-(4-nitro-1-(1,4-dioxaspiro[4.5]decan-8-yl)-1H-pyrazol-3-yl)pyridine